nickel hydrazine NN.[Ni]